C(CCCCCCCCC)NC1=CC=C(C=C1)NCCCCCCCCCC N,N'-didecyl-p-phenylenediamine